ClC1=C2CCN([C@@H](C2=C(C=C1)OCC1=CC2=C(N(N=N2)C)C=C1)CN1C(C2=CC=CC=C2C1)=O)C(=O)[C@H]1[C@H](CCCC1)C(=O)O (1S,2r)-2-((S)-5-chloro-8-((1-methyl-1H-benzo[d][1,2,3]triazol-5-yl)methoxy)-1-((1-oxoisoindolin-2-yl)methyl)-1,2,3,4-tetrahydroisoquinoline-2-carbonyl)cyclohexane-1-carboxylic acid